Methyl 1-[(2-chlorophenyl)methyl]-5-(1-ethyl-1H-1,2,3-benzotriazol-6-yl)-1H-pyrazole-3-carboxylate ClC1=C(C=CC=C1)CN1N=C(C=C1C=1C=CC2=C(N(N=N2)CC)C1)C(=O)OC